tert-butyl (2S,4S)-4-[3-(2,6-dibenzyloxy-3-pyridyl)-1-methyl-indazol-6-yl]-2-methyl-piperidine-1-carboxylate C(C1=CC=CC=C1)OC1=NC(=CC=C1C1=NN(C2=CC(=CC=C12)[C@@H]1C[C@@H](N(CC1)C(=O)OC(C)(C)C)C)C)OCC1=CC=CC=C1